(±)-ethyl N,S-bis(4-oxo-4-(2,6,6-trimethylcyclohex-3-en-1-yl)butan-2-yl)-L-cysteinate O=C(CC(C)N[C@@H](CSC(C)CC(=O)C1C(C=CCC1(C)C)C)C(=O)OCC)C1C(C=CCC1(C)C)C